C(N)(O[C@H](C(=O)N[C@H](CO)CCC(=O)N(C)CCC1=CC=C(C=C1)Cl)C(C1CCCCC1)CC1=CC(=CC=C1)Cl)=O 3-chlorobenzyl((S)-1-(((S)-5-((4-chlorophenethyl) (methyl)amino)-1-hydroxy-5-oxopentan-2-yl)amino)-3-cyclohexyl-1-oxopropan-2-yl) carbamate